4-carboxyl-2(S)-fluorovalerate potassium salt [K+].C(=O)(O)C(C[C@@H](C(=O)[O-])F)C